FC=1C(=C2C(=NC1)NC(=C2)C2CCN(CC2)CCCC2=CC=C(C=C2)C(CCC)NC)C2=C(C=CC(=C2)F)OC (4-(3-(4-(5-fluoro-4-(5-fluoro-2-methoxyphenyl)-1H-pyrrolo[2,3-b]pyridin-2-yl)piperidin-1-yl)propyl)phenyl)-N-methylbutan-1-amine